1-(4-(((6-amino-5-(4-(4-(trifluoromethyl)phenoxy)phenyl)pyrimidin-4-yl)amino)methyl)piperidin-1-yl)prop-2-en-1-one NC1=C(C(=NC=N1)NCC1CCN(CC1)C(C=C)=O)C1=CC=C(C=C1)OC1=CC=C(C=C1)C(F)(F)F